N-{4-[4-(4-fluorophenyl)-1-(2-{6-oxa-2-azaspiro[3.4]octan-2-yl}-2-oxoethyl)-1H-imidazol-5-yl]pyridin-2-yl}benzamide FC1=CC=C(C=C1)C=1N=CN(C1C1=CC(=NC=C1)NC(C1=CC=CC=C1)=O)CC(=O)N1CC2(C1)COCC2